C[Si](OC(C)(C)C)(C)C trimethyl-(tert-butoxy)silane